N-(3-(1-(2,6-Dioxopiperidin-3-yl)-1H-indazol-6-yl)prop-2-yn-1-yl)-5-(8-(7-isopropyl-1,3-dimethyl-2-oxo-2,3-dihydro-1H-benzo[d]imidazol-5-yl)isoquinolin-3-yl)picolinamide O=C1NC(CCC1N1N=CC2=CC=C(C=C12)C#CCNC(C1=NC=C(C=C1)C=1N=CC2=C(C=CC=C2C1)C1=CC2=C(N(C(N2C)=O)C)C(=C1)C(C)C)=O)=O